4-(N-benzyl-4-(4-chloro-3,5-dimethylphenoxy)phenyl-sulfonamido)-2-hydroxybenzoic acid C(C1=CC=CC=C1)N(S(=O)(=O)C1=CC=C(C=C1)OC1=CC(=C(C(=C1)C)Cl)C)C1=CC(=C(C(=O)O)C=C1)O